C(#N)C=1C(=NC(=C(C1C1CC1)C#N)N1CC(OCC1)CO)SC(C(=O)N)C1=CC=CC=C1 2-((3,5-dicyano-4-cyclopropyl-6-(2-(hydroxymethyl)morpholino)pyridin-2-yl)thio)-2-phenyl-Acetamide